COC=1C=C(C=C(C1OC)OC)P(C1=C(C(=CC=C1)OC)C1=C(C=CC=C1OC)P(C1=CC(=C(C(=C1)OC)OC)OC)C1=CC(=C(C(=C1)OC)OC)OC)C1=CC(=C(C(=C1)OC)OC)OC (R)-(+)-2,2'-bis[bis-(3,4,5-trimethoxyphenyl)phosphino]-6,6'-dimethoxy-1,1'-biphenyl